C(N)(=O)C1=CC2=C(N(C(=N2)NC(=O)C=2SC=CN2)C\C=C\CN2C(=NC=3C2=NC=C(C3)C(N)=O)NC(=O)C=3SC=CN3)C(=C1)OCCCN1CCOCC1 (E)-N-(5-carbamoyl-1-(4-(6-carbamoyl-2-(thiazole-2-carboxamido)-3H-imidazo[4,5-b]pyridin-3-yl)but-2-en-1-yl)-7-(3-morpholinopropoxy)-1H-benzo[d]imidazol-2-yl)thiazole-2-carboxamide